1-[2-(5-Fluoroindol-1-yl)ethyl]pyrrolidin-3-ol fumarate C(\C=C\C(=O)O)(=O)O.FC=1C=C2C=CN(C2=CC1)CCN1CC(CC1)O